ClC=1C=C(C=CC1C(F)(F)F)NC(=O)N1C2CCC1CC1=C2C=CC=C1F N-(3-chloro-4-(trifluoromethyl)phenyl)-1-fluoro-6,7,8,9-tetrahydro-5H-5,8-epiminobenzo[7]annulene-10-carboxamide